C(C)OC(C(CCCCNC(=O)OCCl)N)=O 2-amino-6-((chloromethoxy)carbonylamino)hexanoic acid ethyl ester